N-(3-Bromo-6,7-dihydro-5H-cyclopenta[b]pyridin-7-yl)-1-(1-methyl-1H-pyrazol-4-yl)-1H-indazol-6-amine BrC=1C=C2C(=NC1)C(CC2)NC2=CC=C1C=NN(C1=C2)C=2C=NN(C2)C